(2S,3R)-2-(3,4,5-trihydroxyphenyl)-3,4-dihydro-1(2H)-benzopyran OC=1C=C(C=C(C1O)O)[C@H]1OC2=C(CC1)C=CC=C2